3-((difluoromethyl)sulfonamido)-4-fluoropyrrolidine-1-carboxylate FC(S(=O)(=O)NC1CN(CC1F)C(=O)[O-])F